FC=1C=CC2=C(C=C(O2)C=2OC(=NN2)SSC2CCCCC2)C1 2-(5-fluorobenzofuran-2-yl)-5-(cyclohexyldithio)-1,3,4-oxadiazole